C(C)(C)(C)[N+](=CC)[O-] N-t-butyl-α-methylnitrone